6-(1,3-benzothiazol-6-yl)-2-methyl-N-{1-[3-(5-methyl-1H-1,2,3,4-tetrazol-1-yl)phenyl]ethyl}pyrimidin S1C=NC2=C1C=C(C=C2)C2=CC=NC(N2C(C)C2=CC(=CC=C2)N2N=NN=C2C)C